N[C@@H](C(=O)NNCC1=C(C(=C(C=C1)O)O)O)CO |r| (RS)-2-amino-3-hydroxy-N'-(2,3,4-trihydroxybenzyl)propanehydrazide